BrC1=C(C=C(C=C1)OC)CC(=O)OC methyl 2-(2-bromo-5-methoxyphenyl)acetate